zinc hydrogen ethyl-fumarate salt C(C)/C(/C(=O)O)=C\C(=O)[O-].[Zn+2].C(C)/C(/C(=O)O)=C\C(=O)[O-]